tert-butyl 3-(1-cyclopropyl-1H-pyrazol-4-yl)-4,4-difluoropiperidine-1-carboxylate C1(CC1)N1N=CC(=C1)C1CN(CCC1(F)F)C(=O)OC(C)(C)C